2-hydrazino-6-[(2,6-dimethylphenyl)amino]pyrimidine-4-carbonitrile N(N)C1=NC(=CC(=N1)C#N)NC1=C(C=CC=C1C)C